C(C1=CCC(C=C1)=S)Cl p-toluenethionyl chloride